10-benzyl-2,8,10-triazadispiro[3.1.36.24]undecane-1,7-dione C(C1=CC=CC=C1)N1C2(CC3(CNC3=O)C1)C(NC2)=O